(S)-3-(2-amino-2-methylpropionamido)-3-(4-(4-(benzyloxy)naphthalen-1-yl)phenyl)propionic acid methyl ester hydrochloride Cl.COC(C[C@@H](C1=CC=C(C=C1)C1=CC=C(C2=CC=CC=C12)OCC1=CC=CC=C1)NC(C(C)(C)N)=O)=O